CC1=C(SC=N1)CCOP(=O)(O)O The molecule is a monoalkyl phosphate and a member of 1,3-thiazoles. It has a role as an Escherichia coli metabolite. It is a conjugate acid of a 4-methyl-5-(2-phosphonatooxyethyl)thiazole(2-).